C(CC)[NH+](CCC)CCC N,N,N-tripropylammonium